3-bromo-5-chloro-N-(furan-2-ylmethyl)thieno[3,2-b]pyridin-7-amine trifluoroacetate FC(C(=O)O)(F)F.BrC1=CSC=2C1=NC(=CC2NCC=2OC=CC2)Cl